ClC1=C(C(=O)NC2=CC=C(C=C2)NC2=NC(=NC=C2F)Cl)C=CC=C1 2-chloro-N-(4-((2-chloro-5-fluoropyrimidin-4-yl)amino)phenyl)benzamide